Diphenylphthalat C1(=CC=CC=C1)OC(C=1C(C(=O)OC2=CC=CC=C2)=CC=CC1)=O